7-tertiary butyl-3-isopropyl-chromanone C(C)(C)(C)C1=CC=C2CC(C(OC2=C1)=O)C(C)C